CS(=O)(=O)CC1=NSC(=N1)C(=O)OCC ethyl 3-(methylsulfonylmethyl)-1,2,4-thiadiazole-5-carboxylate